5-(((Cyclopropylmethyl)amino)methyl)-N-(5-(3,3-diethyl-1-(4-methyl-4H-1,2,4-triazol-3-yl)cyclobutyl)-2-fluorophenyl)-2-oxo-1-(2,2,2-trifluoroethyl)-1,2-dihydropyridine-3-carboxamide C1(CC1)CNCC=1C=C(C(N(C1)CC(F)(F)F)=O)C(=O)NC1=C(C=CC(=C1)C1(CC(C1)(CC)CC)C1=NN=CN1C)F